C[C@H]1N(C[C@@H](NC1)C)C(C1=CC=C(C=C1)F)P(C)(C)=O (((2r,5s)-2,5-dimethylpiperazin-1-yl)(4-fluorophenyl)methyl)dimethylphosphine oxide